C1(O)C(C(O)=CC(O)=C1)=O phloroglucinolone